((1s,3s)-3-Hydroxy-3-methylcyclobutyl)(7-(3-isopropylphenyl)-7-methoxy-2-azaspiro[3.5]nonan-2-yl)methanone OC1(CC(C1)C(=O)N1CC2(C1)CCC(CC2)(OC)C2=CC(=CC=C2)C(C)C)C